C(C)(=O)OC1C2=C(SC(=C2)Cl)[C@@]2(C[C@@H](N(CC2)CC=2C=NN(C2)CCS(=O)(=O)C)C)OC1 [(2'S,7R)-2-chloro-2'-methyl-1'-[[1-(2-methylsulfonylethyl)pyrazol-4-yl]methyl]spiro[4,5-dihydrothieno[2,3-c]pyran-7,4'-piperidine]-4-yl] acetate